OC1=C(C=CC=C1)C1=CC2=C(N=N1)NC(=C2C)C2(C[C@H]1COC[C@@H](C2)N1C(C=C)=O)C 1-((1R,5S)-7-(3-(2-hydroxyphenyl)-5-methyl-7H-pyrrolo[2,3-c]pyridazin-6-yl)-7-methyl-3-oxa-9-azabicyclo[3.3.1]nonan-9-yl)prop-2-en-1-one